ClC=1C(NN=CC1N1C[C@@H]([C@H](C1)F)OC1=NC=C(C(=C1)C=1C(=NN(C1C)C1COC1)C)F)=O 4-chloro-5-((3S,4S)-3-((4-(3,5-dimethyl-1-(oxetan-3-yl)-1H-pyrazol-4-yl)-5-fluoropyridin-2-yl)oxy)-4-fluoropyrrolidin-1-yl)pyridazin-3(2H)-one